NC[C@H](C1=CC(=CC=C1)Cl)NC(=O)C=1N=CN(C1)C1=NC(=NC=C1C)NC1=CC2=C(OCO2)C=C1 (S)-N-(2-amino-1-(3-chlorophenyl)-ethyl)-1-(2-(benzo[d][1,3]dioxol-5-ylamino)-5-methyl-pyrimidin-4-yl)-1H-imidazole-4-carboxamide